N1(CCC1)CC1=C(C(=C(C=C1)N1C=NC(=C1)C1=NC(=NC=C1C(F)(F)F)NC1CCN(CC1)S(=O)(=O)C)Cl)F 4-(1-(4-(azetidin-1-ylmethyl)-2-chloro-3-fluorophenyl)-1H-imidazol-4-yl)-N-(1-(methylsulfonyl)piperidin-4-yl)-5-(trifluoromethyl)pyrimidin-2-amine